N,N-dihydroxyethyl-3-aminopropionic acid butyl ester C(CCC)OC(C(CN(O)O)CC)=O